CNC1=C(C=NN1)C(=O)N 5-(methylamino)pyrazole-4-carboxamide